1,3,5-Trimethyl-2,4,6-tris(3,5-di-tert-butyl-4-hydroxyphenyl)benzene CC1=C(C(=C(C(=C1C1=CC(=C(C(=C1)C(C)(C)C)O)C(C)(C)C)C)C1=CC(=C(C(=C1)C(C)(C)C)O)C(C)(C)C)C)C1=CC(=C(C(=C1)C(C)(C)C)O)C(C)(C)C